benzyl (2-((2-((tert-butoxycarbonyl)amino)ethyl)amino)-2-oxoethyl)((1r,4r)-4-((5-chloro-4-(5-(cyclopropylmethyl)-1-methyl-1H-pyrazol-4-yl)pyrimidin-2-yl)amino)cyclohexyl)carbamate C(C)(C)(C)OC(=O)NCCNC(CN(C(OCC1=CC=CC=C1)=O)C1CCC(CC1)NC1=NC=C(C(=N1)C=1C=NN(C1CC1CC1)C)Cl)=O